3-(5-(difluoromethyl)-1,3,4-thiadiazol-2-yl)-8-((2S,6S)-2,6-dimethylmorpholino)-N-((cis)-2-fluoro-1-methylcyclopropyl)imidazo[1,5-a]pyridine-6-sulfonamide FC(C1=NN=C(S1)C1=NC=C2N1C=C(C=C2N2C[C@@H](O[C@H](C2)C)C)S(=O)(=O)N[C@@]2([C@@H](C2)F)C)F